1,5-anhydro-2,4-dideoxy-2-(6-(4-fluoro-3-methoxybenzyl)-4,5-dimethyl-1-oxo-1,3-dihydro-2H-isoindol-2-yl)-L-threo-pentitol FC1=C(C=C(CC2=C(C(=C3CN(C(C3=C2)=O)[C@H]2COCC[C@@H]2O)C)C)C=C1)OC